(S)-2-(2-(3-aminoprop-1-yn-1-yl)-4-(4-(2-(4-(4-chlorophenyl)-2,3,9-trimethyl-6H-thieno[3,2-f][1,2,4]triazolo[4,3-a][1,4]diazepin-6-yl)acetamido)butanamido)phenyl)acetic acid NCC#CC1=C(C=CC(=C1)NC(CCCNC(C[C@H]1C=2N(C3=C(C(=N1)C1=CC=C(C=C1)Cl)C(=C(S3)C)C)C(=NN2)C)=O)=O)CC(=O)O